NCC(CCCCCCCCCCCCCCC)O 1-amino-2-heptadecanol